OCCN1CCN(CC1)C1=CC=C(C=N1)C1=NNC=2C1=NC(=C(C2)OC)C2(CCC1=CC=CC=C21)C#N (3-(6-(4-(2-Hydroxyethyl)piperazin-1-yl)pyridin-3-yl)-6-methoxy-1H-pyrazolo[4,3-b]pyridin-5-yl)-2,3-dihydro-1H-indene-1-carbonitrile